C(C)(C)(C)OC(=O)N(N(C(=O)OC(C)(C)C)CC1CC1)C1=CC2=C(N=CS2)C=C1 1-(Benzo[d]thiazol-6-yl)-2-(cyclopropylmethyl)hydrazine-1,2-dicarboxylic acid di-tert-butyl ester